N-(6-((1H-pyrazol-1-yl)methyl)-4-methoxybenzo[d]isoxazol-3-yl)-6-cyclopropyl-2,4-dimethoxypyridine-3-sulfonamide N1(N=CC=C1)CC1=CC2=C(C(=NO2)NS(=O)(=O)C=2C(=NC(=CC2OC)C2CC2)OC)C(=C1)OC